5-(N-cyclopropylsulfamoyl)isoindoline-1-carboxylic Acid C1(CC1)NS(=O)(=O)C=1C=C2CNC(C2=CC1)C(=O)O